ClC1=C(C=CC(=C1)Cl)C=1NC=C(N1)C1=CC=CC=C1 2-(2,4-Dichlorophenyl)-4-phenylimidazole